C(C1=CC=CC=C1)(C1=CC=CC=C1)N1CC(C1)N1N=C(C=C1)C(=O)O 1-(1-benzhydryl-azetidin-3-yl)-1H-pyrazole-3-carboxylic acid